C(CCCCCCCC(C)C)OC(C=1C(C(=O)OCCCCCCCCC(C)C)=CC=CC1)=O.C(C=1C(C(=O)OCCCCCCCCCCC)=CC=CC1)(=O)OCCCCCCCCCCC di-undecyl phthalate diisoundecyl-phthalate